N-(4-chloro-3-cyano-1H-indol-7-yl)-1-[3-(cyanomethyl)oxetan-3-yl]pyrazole-4-sulfonamide ClC1=C2C(=CNC2=C(C=C1)NS(=O)(=O)C=1C=NN(C1)C1(COC1)CC#N)C#N